C(C1=CC=CC=C1)OC(N[C@H](CI)[C@H]1OC(OC1)(C)C)=O N-[(1S)-1-((4R)-2,2-dimethyl-1,3-dioxolan-4-yl)-2-iodoethyl]carbamic acid benzyl ester